3,5-bis((E)-4-hydroxy-3-methoxybenzylidene)tetrahydro-4H-pyran-4-one tert-butyl-(2-(cyclopentyl(2-fluoroethyl)amino)ethyl)carbamate C(C)(C)(C)N(C(O)=O)CCN(CCF)C1CCCC1.OC1=C(C=C(\C=C\2/COC\C(\C2=O)=C/C2=CC(=C(C=C2)O)OC)C=C1)OC